(R)-N-((S)-1'-(4-amino-6-cyanopyrimidin-2-yl)-5,7-dihydrospiro[cyclopenta[b]pyridin-6,4'-piperidin]-5-yl)-2-methylpropane-2-sulfinamide NC1=NC(=NC(=C1)C#N)N1CCC2(CC1)[C@@H](C=1C(=NC=CC1)C2)N[S@](=O)C(C)(C)C